ClC1=CC(=C(N=N1)C(=O)NC([2H])([2H])[2H])NC1=C(C(=CC=C1)C1=NN(C=N1)C)OC 6-chloro-4-((2-methoxy-3-(1-methyl-1H-1,2,4-triazol-3-yl)phenyl)amino)-N-(methyl-d3)pyridazine-3-carboxamide